ClC=1C=C2C(=NC=NC2=C(C1C1=C(C=CC2=CC=CC=C12)O)Cl)N1CCN(CC1)C(C=C)=O 1-(4-(6,8-dichloro-7-(2-hydroxy-naphthalen-1-yl)quinazolin-4-yl)piperazin-1-yl)prop-2-en-1-one